O[C@H]1[C@@H]([C@H]([C@H](C1)O)C\C=C/CCCC(=O)OC=1C(=NC=C(C1COC(NCC#C)=O)COC(CCCC#C)=O)C)CC[C@H](CCC1=CC=CC=C1)O 5-((hex-5-ynoyloxy)methyl)-2-methyl-4-(((prop-2-yn-1-ylcarbamoyl)oxy)methyl)pyridin-3-yl (Z)-7-((1R,2R,3R,5S)-3,5-dihydroxy-2-((R)-3-hydroxy-5-phenylpentyl)cyclopentyl)hept-5-enoate